3-[4-(Dimethylamino)phenyl]-1-[4-[2-(2-hydroxyethoxy)ethoxy]phenyl]prop-2-en-1-one CN(C1=CC=C(C=C1)C=CC(=O)C1=CC=C(C=C1)OCCOCCO)C